N-(4-(4-amino-1-cyclopropyl-7-(4(S)-(oxetan-3-ylamino)cyclohex-1-en-1-yl)-1H-pyrazolo[4,3-c]pyridin-3-yl)-2-fluorophenyl)-1-(2-fluorophenyl)methanesulfonamide NC1=NC=C(C2=C1C(=NN2C2CC2)C2=CC(=C(C=C2)NS(=O)(=O)CC2=C(C=CC=C2)F)F)C2=CC[C@H](CC2)NC2COC2